[S-2].C(CCCCCCC)[Zn]CCCCCCCC bis-octyl-zinc sulfide